C(CCCCCCCCCCCCCCCCC)(=O)OC[C@@H](OC(CCCCCCC\C=C/C\C=C/CCCCC)=O)CO 1-stearoyl-2-linoleoyl-sn-glycerol